2-(3,5-dichloro-4-((5,8-difluoro-4,4-dimethyl-1,3,4,9-tetrahydropyrano[3,4-b]indol-6-yl)oxy)phenyl)-3,5-dioxo-2,3,4,5-tetrahydro-1,2,4-triazine-6-carbonitrile ClC=1C=C(C=C(C1OC=1C(=C2C3=C(NC2=C(C1)F)COCC3(C)C)F)Cl)N3N=C(C(NC3=O)=O)C#N